C1(=CC=CC=C1)P(C=1C=C(C=CC1)S(=O)(=O)[O-])C1=CC=CC=C1.[Na+] sodium 3-(diphenylphosphino)benzenesulfonate